5-amino-9-chloro-7-(2-(4-(4-cyano-2-fluorophenyl)piperazin-1-yl)ethyl)-2-(pyridin-2-yl)-7H-pyrrolo[3,2-e][1,2,4]Triazolo[1,5-c]Pyrimidine-8-carboxylic acid NC1=NC2=C(C=3N1N=C(N3)C3=NC=CC=C3)C(=C(N2CCN2CCN(CC2)C2=C(C=C(C=C2)C#N)F)C(=O)O)Cl